NC1=C(C(=NC(=C1F)C1=CC=C2C=CNC2=C1F)C(=O)OCC1=CC=CC=C1)Cl Benzyl 4-amino-3-chloro-5-fluoro-6-(7-fluoro-1H-indol-6-yl)pyridin-2-carboxylate